2-chloro-3,4-dimethoxy-benzoic acid ClC1=C(C(=O)O)C=CC(=C1OC)OC